BrC1=CC=C(C=C1)C=1N=C2N(C=CC=C2)C1CN1CC2CCC(C1)N2C(=O)[O-] 3-{[2-(4-bromophenyl)imidazo[1,2-a]pyridine-3-yl]methyl}-3,8-diazabicyclo[3.2.1]octane-8-carboxylate